8-chloro-3-(3-hydroxy-3-(trifluoromethyl)pyrrolidine-1-carbonyl)-N-(3-methyloxetan-3-yl)-N-((2-(trimethylsilyl)ethoxy)methyl)imidazo[1,5-a]pyridine-6-sulfonamide ClC=1C=2N(C=C(C1)S(=O)(=O)N(COCC[Si](C)(C)C)C1(COC1)C)C(=NC2)C(=O)N2CC(CC2)(C(F)(F)F)O